(S)-3-((S)-2-amino-4-chloro-3-oxobutyl)pyrrolidin-2-one hydrochloride Cl.N[C@@H](C[C@H]1C(NCC1)=O)C(CCl)=O